(R)-2-amino-3-(((S)-1-(((S)-1-((4-(hydroxymethyl)phenyl)amino)-1-oxo-5-ureidopentan-2-yl)amino)-3-methyl-1-oxobutan-2-yl)amino)-3-oxopropane-1-sulfonic acid N[C@@H](CS(=O)(=O)O)C(=O)N[C@H](C(=O)N[C@H](C(=O)NC1=CC=C(C=C1)CO)CCCNC(=O)N)C(C)C